FC1=C(C=CC(=C1)OCC1=C(C=CC=C1)C(F)(F)F)C1C=2C(NC(C1)=O)=NNC2 4-(2-Fluoro-4-{[2-(trifluoromethyl)phenyl]methoxy}phenyl)-2H,4H,5H,6H,7H-pyrazolo[3,4-b]pyridin-6-one